2-(2-((7-(7-aminopyrrolo[2,1-f][1,2,4]triazin-4-yl)benzofuran-5-yl)methoxy)phenyl)acetic acid NC1=CC=C2C(=NC=NN21)C2=CC(=CC=1C=COC12)COC1=C(C=CC=C1)CC(=O)O